2-((6-methoxy-2-methyl-1,2,3,4-tetrahydroisoquinolin-7-yl)amino)-4-(phenylamino)pyrimidine-5-carboxylic acid COC=1C=C2CCN(CC2=CC1NC1=NC=C(C(=N1)NC1=CC=CC=C1)C(=O)O)C